1,3-diethyl-8-(3,4-dimethoxystyryl)-7-methylxanthine C(C)N1C(=O)N(C=2N=C(N(C2C1=O)C)C=CC1=CC(=C(C=C1)OC)OC)CC